FC1=C(C(=C(C(=C1F)O)F)F)S(=O)(=O)Cl 2,3,5,6-tetrafluoro-4-hydroxybenzenesulfonyl chloride